(S)-(3-(4-(2,4-Difluoro-phenyl)-oxazol-2-yl)-piperidin-1-yl)(6-fluoro-pyridin-3-yl)-methanone FC1=C(C=CC(=C1)F)C=1N=C(OC1)[C@@H]1CN(CCC1)C(=O)C=1C=NC(=CC1)F